1-(1Z-hexadecenyl)-2-octadecanoyl-glycero-3-phosphoserine CCCCCCCCCCCCCCCCCC(=O)O[C@H](CO/C=C\CCCCCCCCCCCCCC)COP(=O)(O)OC[C@@H](C(=O)O)N